tert-butyl N-[3-[[2-[6-(methoxymethoxy)-2,7-dimethyl-indazol-5-yl]-4-methyl-pyrimidine-5-carbonyl]amino]cyclobutyl]carbamate COCOC=1C(=CC2=CN(N=C2C1C)C)C1=NC=C(C(=N1)C)C(=O)NC1CC(C1)NC(OC(C)(C)C)=O